C(C1=CC=CC=C1)OCCCOC=1C(=NC=C(C1)C1=NN(C2=CN=C(C=C21)Br)COCC[Si](C)(C)C)N2CCN(CC2)C 1-{3-[3-(benzyloxy)propoxy]-5-(5-bromo-1-{[2-(trimethylsilyl)ethoxy]methyl}-1H-pyrazolo[3,4-c]pyridin-3-yl)pyridin-2-yl}-4-methylpiperazine